2-cyano-6-hydroxybenzothiazole C(#N)C=1SC2=C(N1)C=CC(=C2)O